4-[(1-methoxycarbonyl)cyclopropyl]phenylboronic acid pinacol ester B1(OC(C(O1)(C)C)(C)C)C2=CC=C(C=C2)C3(CC3)C(=O)OC